α-Cyanoethyl-acrylnitril C(#N)C(C)C(C#N)=C